2,2-methylenebis(6-tert-butyl-4-methylphenol) CC1=CC(=C(C(=C1)C(C)(C)C)O)CC2=C(C(=CC(=C2)C)C(C)(C)C)O